(R)-N-(5-((6-(3-(3'-fluoro-[1,1'-biphenyl]-3-yl)isoxazolidin-2-yl)pyrimidin-4-yl)amino)-4-methoxy-2-(2-oxa-7-azaspiro[3.5]nonan-7-yl)phenyl)acrylamide FC=1C=C(C=CC1)C1=CC(=CC=C1)[C@@H]1N(OCC1)C1=CC(=NC=N1)NC=1C(=CC(=C(C1)NC(C=C)=O)N1CCC2(COC2)CC1)OC